5-isopropyl-N-(4-(piperidin-1-yl)phenyl)benzamide C(C)(C)C=1C=CC=C(C(=O)NC2=CC=C(C=C2)N2CCCCC2)C1